4-(4-(3-chloro-4-fluorophenyl)-1-((1-methylpiperidin-4-yl)methyl)-1H-imidazole-5-yl)-1H-pyrrolo[2,3-b]Pyridine ClC=1C=C(C=CC1F)C=1N=CN(C1C1=C2C(=NC=C1)NC=C2)CC2CCN(CC2)C